2,4-dihydroxy-6-amyl-benzoic acid methyl ester COC(C1=C(C=C(C=C1CCCCC)O)O)=O